5-{8-[(2-cyano-2-methylideneethyl)amino]-7-methoxynaphthalen-2-yl}-N-methylpyridine-3-carboxamide C(#N)C(CNC=1C(=CC=C2C=CC(=CC12)C=1C=C(C=NC1)C(=O)NC)OC)=C